cyclopropylbenzimidazole-5-carbaldehyde C1(CC1)C=1NC2=C(N1)C=CC(=C2)C=O